3-(dimercaptoethyl)-1-propanethiol SC(CCCCS)S